BrC1=C2CC(N(C(C2=CC(=C1)C)=O)C1CC1)=O 5-bromo-2-cyclopropyl-7-methylisoquinoline-1,3(2H,4H)-dione